1-mercapto-3-methoxypropan-2-ol SCC(COC)O